3,5-Bis(dodecyloxy)benzyl 4-(piperidin-1-yl)butanoate N1(CCCCC1)CCCC(=O)OCC1=CC(=CC(=C1)OCCCCCCCCCCCC)OCCCCCCCCCCCC